O[C@@H](CO)[C@H]1OC(C(=C1[O-])O)=O.[Na+].CC(C(=O)NC1CCN(CC1)C)(COC1=C(C=CC=C1)OC(F)(F)F)C 2,2-dimethyl-N-(1-methylpiperidin-4-yl)-3-(2-(trifluoromethoxy)phenoxy)propanamide sodium (R)-2-((S)-1,2-dihydroxyethyl)-4-hydroxy-5-oxo-2,5-dihydrofuran-3-olate